[Sn].[Bi].[Pb] lead bismuth tin